CN(C=1C(=CC=C2C(CCOC12)=O)OCC1=CC=C(C=C1)OC)C 8-(dimethylamino)-7-{(4-methoxybenzyl)oxy}chroman-4-one